C1(CC1)C1=NN(C(=C1C(F)(F)F)C(=O)OCC)CC1CC(C1)(F)F ethyl 3-cyclopropyl-1-((3,3-difluorocyclobutyl)methyl)-4-(trifluoromethyl)-1H-pyrazole-5-carboxylate